4-(6-Bromoimidazo[1,2-a]pyridin-3-yl)-N-(6-(4-(methylsulfonyl)piperazin-1-yl)pyridin-3-yl)pyrimidin-2-amine BrC=1C=CC=2N(C1)C(=CN2)C2=NC(=NC=C2)NC=2C=NC(=CC2)N2CCN(CC2)S(=O)(=O)C